4-(6-(4-((1H-indazol-5-yl)amino)pyrimidin-2-yl)-1H-indole-2-carbonyl)-1,1-dimethyl-piperazin-1-ium chloride [Cl-].N1N=CC2=CC(=CC=C12)NC1=NC(=NC=C1)C1=CC=C2C=C(NC2=C1)C(=O)N1CC[N+](CC1)(C)C